ClC1=C(C=C(C=C1)N(C(C)=O)C1=NC=CC(=C1)NC(CC1=C(C=C(C=C1)F)Cl)=O)F N-(4-chloro-3-fluorophenyl)-N-{4-[2-(2-chloro-4-fluorophenyl)acetamido]pyridin-2-yl}acetamide